OCCN1C2=C(OCC1)C=C(C=C2)NC2=CC=C(C=C2)N2CCC(CC2)C(F)(F)F 4-(2-hydroxyethyl)-7-((4-(4-(trifluoromethyl)piperidin-1-yl)phenyl)amino)-2H-benzo[b][1,4]oxazin